tert-Butyl-3-[[3-amino-7-(2-fluoro-6-methyl-phenyl)-5-isoquinolyl]oxy]azetidine C(C)(C)(C)N1CC(C1)OC1=C2C=C(N=CC2=CC(=C1)C1=C(C=CC=C1C)F)N